(2S,4r)-N-[2-(4-cyanophenyl)-1,1-dimethyl-ethyl]-1-[(2S)-2-(4-cyclopropyltriazol-1-yl)-3,3-dimethyl-butyryl]-4-hydroxy-pyrrolidine-2-carboxamide C(#N)C1=CC=C(C=C1)CC(C)(C)NC(=O)[C@H]1N(C[C@@H](C1)O)C([C@H](C(C)(C)C)N1N=NC(=C1)C1CC1)=O